6-(4-(4-([1,1'-biphenyl]-4-yl)quinazolin-2-yl)phenyl)benzo[h]quinoline C1(=CC=C(C=C1)C1=NC(=NC2=CC=CC=C12)C1=CC=C(C=C1)C=1C=C2C=CC=NC2=C2C1C=CC=C2)C2=CC=CC=C2